C(CCC=C)N1C(=CC=C1)C(=O)C1=CC(=CC=C1)C(F)(F)F (1-(pent-4-en-1-yl)-1H-pyrrol-2-yl)(3-trifluoromethylphenyl)methanone